5-(2-aminopropyl)-2-methoxybenzenesulphonamide NC(CC=1C=CC(=C(C1)S(=O)(=O)N)OC)C